FC=1C=CC=C(C#N)C1 5-fluoro-benzonitrile